C(C)N1N=C(C=C1C(=O)NC1=NC2=C(N1CCC1=CC=C(C=C1)P(O)(O)=O)C=C(C(=C2)OC)OC)C (4-(2-(2-(1-ethyl-3-methyl-1H-pyrazole-5-carboxamido)-5,6-dimethoxy-1H-benzo[d]imidazol-1-yl)ethyl)phenyl)phosphonic acid